3-ETHYL-5-METHYL-1H-INDOLE-2-CARBALDEHYDE C(C)C1=C(NC2=CC=C(C=C12)C)C=O